CN(C)CCCC1OC(C2=CC=C(C=C12)C#N)C1=CC=C(C=C1)F 3-((dimethylamino)propyl)-1-(4-fluorophenyl)-1,3-dihydro-5-cyanoisobenzofuran